tert-butyl 5-((7-hydroxy-3-iodo-5-((methoxy-carbonyl)amino)-1H-pyrazolo[4,3-d]pyrimidin-1-yl)methyl)-4-methoxy-3',6'-dihydro-[2,4'-bipyridine]-1'(2'H)-carboxylate OC=1C2=C(N=C(N1)NC(=O)OC)C(=NN2CC=2C(=CC(=NC2)C=2CCN(CC2)C(=O)OC(C)(C)C)OC)I